antimony(III) sulfide [Sb+]=S